FC(C(=O)O)(F)F.NC(C(=O)O)(CCCCB(O)O)CCCN1CCN(CC1)CC1=CC=CC=C1 2-amino-2-(3-(4-benzylpiperazin-1-yl)propyl)-6-boronohexanoic acid trifluoroacetate